FC=1N(N=C2C(=CC=CC12)N=C(C1=CC=CC=C1)C1=CC=CC=C1)C N-(3-fluoro-2-methyl-2H-indazol-7-yl)-1,1-diphenylmethanimine